N[C@@H]1CC[C@H](CC1)C1(NC=C(C(=N1)NC1=C(C(=CC=C1)C1=NC=NN1C)OC)Cl)N 2-(trans-4-aminocyclohexyl)-5-chloro-N4-(2-methoxy-3-(1-methyl-1H-1,2,4-triazol-5-yl)phenyl)pyrimidine-2,4-diamine